tert-butyl 4-(2-[[2-(trimethylsilyl)ethoxy]methyl]thieno[3,2-c]pyrazol-5-yl)-3,6-dihydro-2H-pyridine-1-carboxylate C[Si](CCOCN1N=C2C(=C1)SC(=C2)C=2CCN(CC2)C(=O)OC(C)(C)C)(C)C